C(C)(C)(C)OC(=O)N1CCN(CC1)C1=CC(=C(C=C1)OC(F)(F)F)NC1=NC=C(C(=N1)C=1C=C2C(NC3(C2=CC1)CC3)=O)F 4-(3-((5-Fluoro-4-(3'-oxospiro[cyclopropane-1,1'-isoindolin]-5'-yl)pyrimidin-2-yl)amino)-4-(Trifluoromethoxy)phenyl)piperazine-1-carboxylic acid tert-butyl ester